(E)-4-(azetidin-1-yl)-1-(4-(5-((4-(4-morpholino-1H-imidazo[4,5-c]pyridin-2-yl)phenyl)amino)pyrimidin-2-yl)piperazin-1-yl)but-2-en-1-one N1(CCC1)C/C=C/C(=O)N1CCN(CC1)C1=NC=C(C=N1)NC1=CC=C(C=C1)C=1NC2=C(C(=NC=C2)N2CCOCC2)N1